NC1=C2N=CN(C2=NC(=N1)F)[C@H]1C[C@@H]([C@@](O1)(C#C)COP(=O)(OC1=CC=CC=C1)N[C@@H](C)C(=O)OCCCCCCCCCCCCCCCC)O Hexadecyl ((((2R,3S,5R)-5-(6-amino-2-fluoro-9H-purin-9-yl)-2-ethynyl hydroxytetrahydrofuran-2-yl)methoxy)(phenoxy)phosphoryl)-L-alaninate